N[C@H]1[C@@H](CC(C2=CC=C(C=C12)F)(C)C)O (1r,2r)-1-amino-7-fluoro-4,4-dimethyl-1,2,3,4-tetrahydronaphthalen-2-ol